isopropyl (2S,3R)-3,4-dihydroxy-2-((triisopropylsilyl)oxy)butanoate O[C@@H]([C@@H](C(=O)OC(C)C)O[Si](C(C)C)(C(C)C)C(C)C)CO